4-formyl-1,3-dimethyl-1H-pyrazole-5-carboxylic acid ethyl ester C(C)OC(=O)C1=C(C(=NN1C)C)C=O